BrC1=C(C=C(C=C1)I)COC1CC2CC2C1 3-[(2-bromo-5-iodo-phenyl)methoxy]bicyclo[3.1.0]hexane